[Cu].[Mg].[Ca] calcium-magnesium-copper